(R)-6-(cyclopropanecarboxamido)-4-((2-methoxy-3-(1-(tetrahydro-2H-pyran-3-yl)-1H-pyrazol-3-yl)phenyl)amino)nicotinamide C1(CC1)C(=O)NC1=NC=C(C(=O)N)C(=C1)NC1=C(C(=CC=C1)C1=NN(C=C1)[C@H]1COCCC1)OC